3-(4,4,5,5-tetramethyl-1,3,2-dioxaborolan-2-yl)-1h-pyrrole CC1(OB(OC1(C)C)C1=CNC=C1)C